2-chloro-5-((1R,3R)-2,2-dichloro-3-(4-fluoro-3-(trifluoromethyl)phenyl)cyclopropane-1-carboxamido)-N-(2,4-difluoro-3-(4-methoxybenzoylamino)phenyl)benzamide ClC1=C(C(=O)NC2=C(C(=C(C=C2)F)NC(C2=CC=C(C=C2)OC)=O)F)C=C(C=C1)NC(=O)[C@@H]1C([C@H]1C1=CC(=C(C=C1)F)C(F)(F)F)(Cl)Cl